thiaoctane SCCCCCCC